7-methoxy-4-iodomethyl-Coumarin COC1=CC=C2C(=CC(OC2=C1)=O)CI